ClC=1C=C(C=CC1)N1CCCC2=CC(=CC=C12)C(=O)N1CCCCC1 (1-(3-chlorophenyl)-1,2,3,4-tetrahydroquinolin-6-yl)(piperidin-1-yl)methanone